NC(C(C(CC1=CC=CC=C1)NC(=O)C=1C(=NN(C1)C)C1=CC=CC=2OCCOC21)=O)=O N-(4-AMINO-3,4-DIOXO-1-PHENYLBUTAN-2-YL)-3-(2,3-DIHYDROBENZO[B][1,4]DIOXIN-5-YL)-1-METHYL-1H-PYRAZOLE-4-CARBOXAMIDE